ClC1=C(C=CC(=C1)CN[C@H]1COCCC1)N1N=CC(=C1)C1=NC(=NC=C1C#N)NC1CCN(CC1)S(=O)(=O)C (R)-4-(1-(2-Chloro-4-(((tetrahydro-2H-pyran-3-yl)amino)methyl)phenyl)-1H-pyrazol-4-yl)-2-((1-(methylsulfonyl)piperidin-4-yl)amino)pyrimidine-5-carbonitrile